C(C)(C)(C)C=1C(=C(C(=C(C1[2H])C1=C(C(=C(C(=C1[2H])[2H])[2H])[2H])[2H])C1C(C=2C(=C(C(=C(C2C(C1)(C)C)[2H])N)[2H])[2H])(C)C)[2H])[2H] (5-tert-butyl-[1,1'-biphenyl]-2-yl-2',3,3',4,4',5',6,6'-d8)-5,5,8,8-tetramethyl-5,6,7,8-tetrahydronaphthalen-1,3,4-d3-2-amine